NC1=NC=2C=C(C(=CC2C2=C1N(N=C2)C)C(=O)N2[C@H](COC[C@H]2C)C=2N=NC(=CC2)OC)F (4-amino-7-fluoro-3-methyl-3H-pyrazolo[3,4-c]quinolin-8-yl)((3S,5R)-3-(6-methoxy-3-pyridazinyl)-5-methyl-4-morpholinyl)methanone